OC(CCO)CCCCCC 3-hydroxynonanol